methyl (1aR,6aR)-5-(2-((3,3-difluoro-1-(methylcarbamoyl)cyclobutyl)amino)-2-oxoacetyl)-4-methyl-1,1a,6,6a-tetrahydrocyclopropa[b]pyrrolizine-3-carboxylate FC1(CC(C1)(C(NC)=O)NC(C(=O)C=1C(=C(N2[C@H]3[C@@H](CC12)C3)C(=O)OC)C)=O)F